C(=C(CC(=O)O)C(=O)O)C(=O)O trans-prop-1-en-1,2,3-tricarboxylic acid